4H-thieno[3,2-b]pyridine-7-one S1C=CC=2NC=CC(C21)=O